(S)-4-(5-(3-((benzyloxy)methyl)azetidin-1-yl)pyrimidin-2-yl)-2-((5-(1-methyl-1H-pyrazole-4-yl)-1H-[1,2,3]triazolo[4,5-b]pyrazin-1-yl)methyl)morpholine C(C1=CC=CC=C1)OCC1CN(C1)C=1C=NC(=NC1)N1C[C@H](OCC1)CN1N=NC=2C1=NC=C(N2)C=2C=NN(C2)C